adipic acid bis(3,4-epoxycyclohexylmethyl) ester C1(CC2C(CC1)O2)COC(CCCCC(=O)OCC2CC1C(CC2)O1)=O